Racemic-7-[4-(prop-2-enoyl)piperazin-1-yl]-2-{4-[2-(trifluoromethyl)phenoxy]phenyl}-4,5,6,7-tetrahydro-2H-pyrazolo[4,3-b]pyridine-3-carboxamide C(C=C)(=O)N1CCN(CC1)[C@H]1C=2C(NCC1)=C(N(N2)C2=CC=C(C=C2)OC2=C(C=CC=C2)C(F)(F)F)C(=O)N |r|